methyl-bis(trifluoromethyl-siloxy)silicon C[Si](O[SiH2]C(F)(F)F)O[SiH2]C(F)(F)F